[C@@H]1(CCC2=CC=CC=C12)NC1=C(C=C(C=C1)S(=O)(=O)NC)C=1N=CN(C1)C 4-[[(1S)-indan-1-yl]amino]-N-methyl-3-(1-methylimidazol-4-yl)benzenesulfonamide